4-(4-(3,9-diazabicyclo[4.2.1]nonan-3-yl)-6-chloro-8-fluoro-2-(((S)-1-methylpyrrolidin-2-yl)methoxy)quinazolin-7-yl)naphthalen-2-ol C12CN(CCC(CC1)N2)C2=NC(=NC1=C(C(=C(C=C21)Cl)C2=CC(=CC1=CC=CC=C21)O)F)OC[C@H]2N(CCC2)C